N,N'-di-[3-(benzenesulfonyloxy)-4-ethyl-phenyl]urea C1(=CC=CC=C1)S(=O)(=O)OC=1C=C(C=CC1CC)NC(=O)NC1=CC(=C(C=C1)CC)OS(=O)(=O)C1=CC=CC=C1